C(CCCC)O.C(CCCC)O.C(CCCC)O.C(CCCC)O.[Zr] zirconium tetrapentanol